C(#N)C=1C=C2C(=NC=NC2=CC1F)N1CC(CCC1)(O)CNS(=O)(=O)C N-((1-(6-CYANO-7-FLUOROQUINAZOLIN-4-YL)-3-HYDROXYPIPERIDIN-3-YL)METHYL)METHANESULFONAMIDE